5-chloro-2-{[(pyridin-2-ylmethyl)amino]methyl}-7,8-dihydro-6H-spiro[[1,3]oxazolo[5,4-f]quinazoline-9,1'-cyclohexane]-7-one ClC=1C=C2C(=C3C1NC(NC31CCCCC1)=O)OC(=N2)CNCC2=NC=CC=C2